[Si](C)(C)(C(C)(C)C)O[C@@H]1CC(N(C1)C(=O)OC(C)(C)C)C(CC#N)CC(=O)OCC tert-butyl (4R)-4-{[tert-butyl(dimethyl)silyl]oxy}-2-(1-cyano-4-ethoxy-4-oxobutan-2-yl)pyrrolidine-1-carboxylate